CC1=NC=C(C=C1C1=NC(=NO1)[C@@H]1CC12CCN(CC2)S(=O)(=O)N)C(F)(F)F (1R)-1-{5-[2-methyl-5-(trifluoromethyl)pyridin-3-yl]-1,2,4-oxadiazol-3-yl}-6-azaspiro[2.5]octane-6-sulfonamide